ClC1=NC(=NC(=C1N)Cl)SCCC 4,6-dichloro-2-propylsulfanyl-5-aminopyrimidine